1-{[2-ethyl-5-(trifluoromethyl)-1H-benzimidazol-1-yl]methyl}-4-propylpyrrolidin-2-one C(C)C1=NC2=C(N1CN1C(CC(C1)CCC)=O)C=CC(=C2)C(F)(F)F